COC1=CC=C(CNCCC2CCC(CC2)O)C=C1 4-(2-((4-methoxybenzyl)amino)ethyl)cyclohexan-1-ol